tert-Butyl methyl((cis)-3-((6-(1-methyl-1H-pyrazol-4-yl)pyrazolo[1,5-a]pyrazin-4-yl)oxy)cyclobutyl)carbamate CN(C(OC(C)(C)C)=O)[C@@H]1C[C@@H](C1)OC=1C=2N(C=C(N1)C=1C=NN(C1)C)N=CC2